2-(3-((1,1,1,3,3,3-hexafluoro-2-(trifluoromethyl)propan-2-yl)oxy)phenyl)-2,5,5-trimethylpyrrolidine FC(C(C(F)(F)F)(C(F)(F)F)OC=1C=C(C=CC1)C1(NC(CC1)(C)C)C)(F)F